7-oxa-3-azaspiro[bicyclo[4.1.0]heptane-2,1'-cyclopropane]-3-carboxylic acid tert-butyl ester C(C)(C)(C)OC(=O)N1CCC2OC2C12CC2